ethyl-6-[4-[3-(cyclopropoxy)-2-pyridyl]piperazin-1-yl]-2-azaspiro[3.4]octane-2-carboxylate C(C)OC(=O)N1CC2(C1)CC(CC2)N2CCN(CC2)C2=NC=CC=C2OC2CC2